(R)-3-(6-(3-Ethyl-2-fluoro-1H-pyrrolo[2,3-b]pyridin-5-yl)-2-(2-hydroxy-2-methylpropionyl)-1,2,3,4-tetrahydroisoquinolin-8-yl)morpholine C(C)C1=C(NC2=NC=C(C=C21)C=2C=C1CCN(CC1=C(C2)[C@H]2NCCOC2)C(C(C)(C)O)=O)F